ClC1=C(C=CC(=C1)CNCC=1C=NN(C1)CC)N1N=CC(=C1)C1=NC(=NC=C1C#N)NC1CCN(CC1)S(=O)(=O)C 4-(1-(2-Chloro-4-((((1-ethyl-1H-pyrazol-4-yl)methyl)amino)methyl)phenyl)-1H-pyrazol-4-yl)-2-((1-(methylsulfonyl)piperidin-4-yl)amino)pyrimidine-5-carbonitrile